C(=CC1=CC=CC=C1)C=1N=NC=CN1 styryl-1,2,4-triazin